C1=C(C=CC2=CC=CC=C12)C(CCCC)O (naphthalen-2-yl)pentan-1-ol